N-(5-(5-((1R,2S)-2-fluorocyclopropyl)-1,2,4-oxadiazol-3-yl)-2-methylphenyl)-6-(2-hydroxypropan-2-yl)imidazo[1,2-a]pyridine-3-carboxamide F[C@@H]1[C@H](C1)C1=NC(=NO1)C=1C=CC(=C(C1)NC(=O)C1=CN=C2N1C=C(C=C2)C(C)(C)O)C